(2r,3s)-2-(2,4-difluorophenyl)-3-methyl-2-[(1H-1,2,4-triazol-1-yl)methyl]oxirane FC1=C(C=CC(=C1)F)[C@@]1(O[C@H]1C)CN1N=CN=C1